FC(C1=NN=C(O1)C=1C=CC=C(C1)O)(F)F 5-(5-(trifluoromethyl)-1,3,4-oxadiazol-2-yl)phenol